Benzyl (2S)-2-amino-4-(6-nitro-3-phenyl-imidazo[4,5-b]pyridin-2-yl)butanoate N[C@H](C(=O)OCC1=CC=CC=C1)CCC1=NC=2C(=NC=C(C2)[N+](=O)[O-])N1C1=CC=CC=C1